FC1(CCN(CC1)C=1C=2N(C=C(N1)NC(C1=C(C=C(C=C1)NS(=O)(=O)CCO)N1CCC3(CC3)CC1)=O)C=NN2)F N-(8-(4,4-difluoropiperidin-1-yl)-[1,2,4]triazolo[4,3-a]pyrazin-6-yl)-4-((2-Hydroxyethyl)sulfonamido)-2-(6-azaspiro[2.5]oct-6-yl)benzamide